ClC=1C=NC(=C(C(=O)NC2CCC(CC2)CN2C(N(C3=C2C=CC=C3)C=3C=NC(=CC3)N(C)CCO)=O)C1)C 5-chloro-N-((1r,4r)-4-((3-(6-((2-hydroxyethyl)(methyl)amino)pyridin-3-yl)-2-oxo-2,3-dihydro-1H-benzo[d]imidazol-1-yl)methyl)cyclohexyl)-2-methylnicotinamide